ClCCN1P(OCCC1)(NCCCl)=O 3-(2-chloroethyl)-2-[(2-chloroethyl)amino]tetrahydro-2H-1,3,2-oxazaphosphorine 2-oxide